4-bromo-2-[[(3S)-3-methyl-1-piperidinyl]methyl]-1-(p-tolylsulfonyl)-6H-pyrrolo[2,3-c]pyridin-7-one BrC=1C2=C(C(NC1)=O)N(C(=C2)CN2C[C@H](CCC2)C)S(=O)(=O)C2=CC=C(C=C2)C